NC1=NC(=C(C(=O)OC)C=C1)N1CCC2(CC2)CC1 methyl 6-amino-2-(6-azaspiro[2.5]octan-6-yl)nicotinate